2-((1R,2R)-1-(2-cyanophenyl)-1-(6-methylpyridin-3-yl)propan-2-yl)-5-hydroxy-N-(isoxazol-4-yl)-1-methyl-6-oxo-1,6-dihydropyrimidine-4-carboxamide C(#N)C1=C(C=CC=C1)[C@@H]([C@@H](C)C=1N(C(C(=C(N1)C(=O)NC=1C=NOC1)O)=O)C)C=1C=NC(=CC1)C